FC(C1=C(C=CC=C1)C1CCN(CC1)C(=O)C=1C2=C(N(N1)C)CC(OC2)(C)C)(F)F (4-(2-(trifluoromethyl)phenyl)piperidin-1-yl)(1,6,6-trimethyl-1,4,6,7-tetrahydropyrano[4,3-c]pyrazol-3-yl)methanone